3-[2-chloro-4-(methoxymethyl)phenyl]-1,4-oxazepan-4-carboxylic acid tert-butyl ester C(C)(C)(C)OC(=O)N1C(COCCC1)C1=C(C=C(C=C1)COC)Cl